Methyl 2-[4-[(E)-3-(2-hydroxyphenyl)-3-oxoprop-1-enyl]phenyl]sulfanyl-2-methylpropanoate OC1=C(C=CC=C1)C(/C=C/C1=CC=C(C=C1)SC(C(=O)OC)(C)C)=O